9,12,15,18-tetracosatetraenoic acid C(CCCCCCCC=CCC=CCC=CCC=CCCCCC)(=O)O